ClC1=NC=C(C(=N1)C1=CN=C(S1)C(C)C)F 5-(2-chloro-5-fluoro-pyrimidin-4-yl)-2-isopropyl-thiazole